tris-(2-carboxyethyl)phosphonium hydrochloride Cl.C(=O)(O)CC[PH+](CCC(=O)O)CCC(=O)O